(2,4,6-trimethylbenzoyl)phenylphosphinic acid ethyl ester C(C)OP(=O)(C1=CC=CC=C1)C(C1=C(C=C(C=C1C)C)C)=O